3-(2-chloro-3-nitrophenyl)-1-methyl-1H-1,2,4-triazole ClC1=C(C=CC=C1[N+](=O)[O-])C1=NN(C=N1)C